C(C)O\N=C(/C)\C1=NC(=C(C=C1)S(=O)(=O)C)N (E)-1-(6-amino-5-(methylsulfonyl)pyridin-2-yl)ethanone O-ethyloxime